((1R*,3S*)-3-(3-(trifluoromethyl)phenoxy)cyclopentyl)acrylamide FC(C=1C=C(O[C@@H]2C[C@@H](CC2)C(C(=O)N)=C)C=CC1)(F)F |o1:6,8|